diaminopinene NC1(C(=C2C(C(C1)C2)(C)C)C)N